4-(2-((2,6-dimethylpyrimidin-4-yl)amino)pyrazolo[1,5-a]pyridin-5-yl)-5-(((1r,4r)-4-hydroxycyclohexyl)oxy)pyridin-2-ol CC1=NC(=CC(=N1)NC1=NN2C(C=C(C=C2)C2=CC(=NC=C2OC2CCC(CC2)O)O)=C1)C